7-((2R,3R,4S,5R)-5-((R)-(4-chloro-3-fluorophenyl)(hydroxy)methyl)-3,4-dihydroxy-4-methyltetrahydrofuran-2-yl)-1,7-dihydro-4H-pyrrolo[2,3-d]pyrimidin-4-one O-methyl oxime CON=C1C2=C(NC=N1)N(C=C2)[C@@H]2O[C@@H]([C@@]([C@H]2O)(C)O)[C@H](O)C2=CC(=C(C=C2)Cl)F